ethyl-dipropyl-(isopropoxy)silane C(C)[Si](OC(C)C)(CCC)CCC